(4-(1,1-bis(p-hydroxyphenyl)-ethyl)-α,α-dimethylbenzyl)phenol OC1=CC=C(C=C1)C(C)(C1=CC=C(C=C1)O)C1=CC=C(C(C)(C)C2=C(C=CC=C2)O)C=C1